COC(C1=C(C=C(C=C1)N1C=CC=2C1=NC(=CN2)C2=CC(=CC(=C2)C)C)CC2CNC2)=O.O[C@H]2C[C@H](CC2)N2N=C(N=C2)NC(CC2=CC(=NO2)C)=O N-(1-(cis-3-hydroxycyclopentyl)-1H-1,2,4-triazol-3-yl)-2-(3-methylisoxazol-5-yl)acetamide methyl-2-(azetidin-3-ylmethyl)-4-[3-(3,5-dimethylphenyl)pyrrolo[2,3-b]pyrazin-5-yl]-benzoate